1-(tert-butyl) 3-ethyl azocane-1,3-dicarboxylate N1(CC(CCCCC1)C(=O)OCC)C(=O)OC(C)(C)C